C1(CC1)C1=CC=C(C=C1)[C@@](O)(C1(CN(C1)C)C)C=1C=NC=C(C1)C1=NN(C(=N1)C1CCOCC1)C1CC1 (R)-(4-cyclopropyl-phenyl)-{5-[1-cyclopropyl-5-(tetrahydro-pyran-4-yl)-1H-[1,2,4]triazol-3-yl]-pyridin-3-yl}-(1,3-dimethyl-azetidin-3-yl)-methanol